gamma-methacryloxypropyl-tripropoxysilane tert-butyl-4-(4-hydroxy-1-piperidyl)benzoate C(C)(C)(C)OC(C1=CC=C(C=C1)N1CCC(CC1)O)=O.C(C(=C)C)(=O)OCCC[Si](OCCC)(OCCC)OCCC